COCOC1=C(SC(=C1)C(=O)N1CCN(CC1)C1=CC=C(C=C1)OC)C1=C(C=CC=C1)B(O)O (2-(3-(Methoxymethoxy)-5-(4-(4-methoxyphenyl)piperazine-1-carbonyl)thiophen-2-yl)phenyl)boronic acid